C12CN(CC2C1)C1=C(C=C(C=C1F)CN1N=CC(=C1)C(=O)O)C#N 1-[(4-{3-azabicyclo[3.1.0]hex-3-yl}-3-cyano-5-fluorophenyl)methyl]-1H-pyrazole-4-carboxylic acid